vinylcyclononene C(=C)C1=CCCCCCCC1